FC1(CCC(CC1)NC1=NC(=CC(=N1)CO)N1N=C(C=C1)C)F (2-((4,4-difluorocyclohexyl)amino)-6-(3-methyl-1H-pyrazol-1-yl)pyrimidin-4-yl)methanol